Phenyl-bis-(2,4,6-trimethylbenzoyl)-phosphin oxide C1(=CC=CC=C1)P(C(C1=C(C=C(C=C1C)C)C)=O)(C(C1=C(C=C(C=C1C)C)C)=O)=O